C1(CC1)C=1N(C(=NN1)SCC(=O)NC=1SC2=C(C1C(=O)N)CCCC2)CC 2-{2-[(5-cyclopropyl-4-ethyl-4H-1,2,4-triazol-3-yl)sulfanyl]acetamido}-4,5,6,7-tetrahydro-1-benzothiophene-3-carboxamide